CC=1OC2=C(C1C(=O)NC1CC3(COC3)C1)C=C(C=C2)OCC=2C(=NC=CC2)C(F)(F)F 2-methyl-N-(2-oxaspiro[3.3]heptan-6-yl)-5-((2-(trifluoromethyl)pyridin-3-yl)methoxy)benzo-furan-3-carboxamide